tert-butyl 4-(4,4,5,5-tetramethyl-1,3,2-dioxaborolan-2-yl)-3-(trifluoromethyl)-1H-pyrazole-1-carboxylate CC1(OB(OC1(C)C)C=1C(=NN(C1)C(=O)OC(C)(C)C)C(F)(F)F)C